6-bromo-2,4-dimethyl-4H-pyrrolo[3,2-d]thiazole-5-carboxylic acid methyl ester COC(=O)C1=C(C=2N=C(SC2N1C)C)Br